tert-butyl (4R,5S)-5-hydroxy-4,6-dimethyl-3-oxo-heptanoate O[C@H]([C@H](C(CC(=O)OC(C)(C)C)=O)C)C(C)C